N-(8-(4-(2-(4-Methylpiperazin-1-yl)ethyl)phenyl)-2,3,4,5-tetrahydro-1H-benzo[b]azepine-1-carbonothioyl)benzamide CN1CCN(CC1)CCC1=CC=C(C=C1)C=1C=CC2=C(N(CCCC2)C(=S)NC(C2=CC=CC=C2)=O)C1